ClC=1C=2N(C=CC1)N=C(C2)[C@H]2N(CCC1=C2N=CN1)C(=O)C=1OC(=NN1)C (S)-(4-(4-chloropyrazolo[1,5-a]pyridin-2-yl)-6,7-dihydro-1H-imidazo[4,5-c]pyridin-5(4H)-yl)(5-methyl-1,3,4-oxadiazol-2-yl)methanone